2-(2-fluoro-3-(2-(6-(methylsulfonyl)pyridin-3-yl)furo[3,2-b]pyridin-7-yl)phenyl)propan-2-ol FC1=C(C=CC=C1C1=C2C(=NC=C1)C=C(O2)C=2C=NC(=CC2)S(=O)(=O)C)C(C)(C)O